γ-mercaptopropyl-diethoxymethyl-silane SCCC[SiH2]C(OCC)OCC